O=C1N(CCC(N1)=O)C=1C=C(CN2CCC(CC2)C=2OC3=C(N2)C=C(C(=C3)NC(C3=CN=C(C=C3)C(F)(F)F)=O)C(C)(C)O)C=CC1 N-(2-(1-(3-(2,4-dioxotetrahydropyrimidin-1(2H)-yl)benzyl)piperidin-4-yl)-5-(2-hydroxypropane-2-yl)benzo[d]oxazol-6-yl)-6-(trifluoromethyl)nicotinamide